4-((4-(Dimethylamino)phenyl)azo)benzoic acid CN(C1=CC=C(C=C1)N=NC1=CC=C(C(=O)O)C=C1)C